2-((cyclopropylmethyl)amino)-8-(4-(difluoromethoxy)phenyl)pteridin-7(8H)-one C1(CC1)CNC1=NC=2N(C(C=NC2C=N1)=O)C1=CC=C(C=C1)OC(F)F